C(C)OC1=NC(=NC=C1C(NC=1C=C(C=2N(C1)C=C(N2)C)F)=O)N2CCN(CCC2)C(=O)OC(C)(C)C tert-butyl 4-(4-ethoxy-5-((8-fluoro-2-methylimidazo[1,2-a]pyridin-6-yl)carbamoyl)pyrimidin-2-yl)-1,4-diazepane-1-carboxylate